[Br-].NCC[N+](C)(C)CC(COCCCCCCCCCCCCCC)OCCCCCCCCCCCCCC N-(2-aminoethyl)-N,N-dimethyl-2,3-bis(tetradecyloxy)-1-propylaminium bromide